C1(=CC=CC=C1)OS(=O)(=O)C(F)(F)F Phenyl-trifluoromethanesulfonat